COC1CCN(CC1)[C@H]1CN(CC1)C(=O)OC(C)(C)C tert-Butyl (R)-3-(4-methoxypiperidin-1-yl)pyrrolidine-1-carboxylate